5-benzyl-2-(3-((tert-butyldimethylsilyl)oxy)prop-1-en-1-yl)pyrimidine C(C1=CC=CC=C1)C=1C=NC(=NC1)C=CCO[Si](C)(C)C(C)(C)C